1-(4-(propan-2-ylidene)cyclohexyl)-1,2-dihydro-3H-spiro[isoquinoline-4,4-piperidin]-3-one CC(C)=C1CCC(CC1)C1NC(C2(CCNCC2)C2=CC=CC=C12)=O